CC1=CN=CN1CCC(=O)O 3-(5-methyl-1H-imidazole-1-yl)propionic acid